Cl.NC/C(/CN1N=CN(C1=O)C=1SC(=CN1)Br)=C\F 2-[(2E)-2-(aminomethyl)-3-fluoroprop-2-en-1-yl]-4-(5-bromo-1,3-thiazol-2-yl)-2,4-dihydro-3H-1,2,4-triazol-3-one hydrochloride